C(C)(=O)O[C@H]1[C@H](N(C[C@@H]1O)C(=O)OC(C)(C)C)CC1=CC=C(C=C1)O tert-butyl (2R,3S,4S)-3-(acetyloxy)-4-hydroxy-2-[(4-hydroxyphenyl)methyl]pyrrolidine-1-carboxylate